ClC1=C2C(=CNC2=CC=C1)CCC1N(CCC2=CC(=C(C=C12)OCC)OC)C(=O)N1CCOCC1 (1-(2-(4-chloro-1H-indol-3-yl)ethyl)-7-ethoxy-6-methoxy-3,4-dihydroisoquinolin-2(1H)-yl)(morpholinyl)methanone